8-methyl-6-(1-propionyl-pyrrolidin-3-yloxy)-2-thieno[2,3-c]pyridin-5-yl-3H-quinazolin-4-one CC=1C=C(C=C2C(NC(=NC12)C=1C=C2C(=CN1)SC=C2)=O)OC2CN(CC2)C(CC)=O